(5-(3-bromophenyl)-1,3,4-oxadiazol-2-yl)-4-fluoro-3-(trifluoromethyl)benzamide BrC=1C=C(C=CC1)C1=NN=C(O1)C1=C(C(=O)N)C=CC(=C1C(F)(F)F)F